NC1=C(C#N)C=CC(=C1OC)OCCCN1CCOCC1 2-amino-3-methoxy-4-(3-morpholin-4-ylpropoxy)benzonitrile